N-allyl-2-sulfanyl-acetamide C(C=C)NC(CS)=O